(S)-1,4-bis(N,N-diphenylcarbamoyl)piperazine-2-carboxylic acid C1(=CC=CC=C1)N(C(=O)N1[C@@H](CN(CC1)C(N(C1=CC=CC=C1)C1=CC=CC=C1)=O)C(=O)O)C1=CC=CC=C1